C(C)(C)(C)OC(=O)N1[C@@H](C[C@H](C1)F)C(N[C@H](C)[C@@H]1C(C1)(Cl)Cl)=O (2S,4R)-2-(((R)-1-((R)-2,2-Dichlorocyclopropyl)ethyl)carbamoyl)-4-fluoropyrrolidine-1-carboxylic acid tert-butyl ester